N-(methyl-d3)-4-((2-methyl-2,4-dihydrochromeno[4,3-c]pyrazol-6-yl)amino)nicotinamide C(NC(C1=CN=CC=C1NC1=CC=CC2=C1OCC=1C2=NN(C1)C)=O)([2H])([2H])[2H]